[4-(2-{5-[(7R)-7-amino-2-azabicyclo[2.2.1]heptane-2-carbonyl]-7-methoxy-1-methyl-1H-1,3-benzodiazol-2-yl}-1-(cyclopropylmethyl)-1H-pyrrolo[2,3-b]pyridin-6-yl)-2-methylphenyl]methanol N[C@H]1C2N(CC1CC2)C(=O)C2=CC1=C(N(C(=N1)C1=CC=3C(=NC(=CC3)C3=CC(=C(C=C3)CO)C)N1CC1CC1)C)C(=C2)OC